C(C)(C)(C)C1=C(C=C(C=C1O)C(C)(C)C)OC 2,5-di-t-butyl-hydroxyanisole